COC1=CC=C(C=C1)C1=CC(=CC2=C1CCC=1C=CC(=NC21)C2=C(C=CC=C2)O)C2=NC=CC=C2 2-(7-(4-methoxyphenyl)-9-(pyridin-2-yl)-5,6-dihydrobenzo[h]quinolin-2-yl)phenol